FC(C(C(F)(F)F)F)(N)F 1,1,2,3,3,3-Hexafluoro-1-Propanamine